2-(1-Methylpiperidin-4-yl)-5-(piperidin-2-yl)benzo[d]thiazole CN1CCC(CC1)C=1SC2=C(N1)C=C(C=C2)C2NCCCC2